3-(2-borono-2-(3-hydroxy-2-(4-((2-(methylamino)ethyl)amino)cyclohexyl)propanamido)ethyl)-2-hydroxybenzoic acid B(O)(O)C(CC=1C(=C(C(=O)O)C=CC1)O)NC(C(CO)C1CCC(CC1)NCCNC)=O